N-[2-(pyridin-2-ylsulfanyl)ethyl]-1,3-dihydro-2H-isoindole-2-carboxamide N1=C(C=CC=C1)SCCNC(=O)N1CC2=CC=CC=C2C1